BrC1=CC=C2C(=NN(C2=C1)COCC[Si](C)(C)C)C(F)(F)F 6-bromo-3-(trifluoromethyl)-1-((2-(trimethylsilyl)ethoxy)methyl)-1H-indazole